C(C1=CC=CC=C1)OC(CN(C)CCN)=O 2-[2-aminoethyl-(methyl)amino]Acetic acid benzyl ester